racemic-2-(methoxymethyl)oxetane COC[C@@H]1OCC1 |r|